1-(3,5-bis(trifluoromethyl)benzoyl)-N-(4-chlorophenyl)piperidine-3-carboxamide FC(C=1C=C(C(=O)N2CC(CCC2)C(=O)NC2=CC=C(C=C2)Cl)C=C(C1)C(F)(F)F)(F)F